5-(5-(2-fluoro-4-methylphenyl)-1-propionyl-4,5-dihydro-1H-pyrazol-3-yl)-4-methylthieno[2,3-b]pyridin-6(7H)-one FC1=C(C=CC(=C1)C)C1CC(=NN1C(CC)=O)C1=C(C2=C(NC1=O)SC=C2)C